4-((3-(4-(difluoromethoxy)-2,3-difluorophenyl)imidazo[1,2-a]pyrazin-8-yl)amino)-2-ethylbenzoic acid FC(OC1=C(C(=C(C=C1)C1=CN=C2N1C=CN=C2NC2=CC(=C(C(=O)O)C=C2)CC)F)F)F